o-(dimethylaminomethyl)phenol CN(C)CC1=C(C=CC=C1)O